2-[[(3aS,7aS)-3a-(3,4-dimethoxyphenyl)-1-methyl-3,4,5,7a-tetrahydro-2H-indol-6-yl]oxy]-4,4,6,6-tetramethyl-1,3,2-dioxaphosphinane 2-oxide COC=1C=C(C=CC1OC)[C@@]12CCN([C@H]2C=C(CC1)OP1(OC(CC(O1)(C)C)(C)C)=O)C